N1(C=NC=C1)CC1=CC=C(C=C1)/C=C/C(=O)[O-] (E)-3-(4-((1H-imidazol-1-yl)methyl)phenyl)acrylate